tris-(hydroxymethyl)methyl-amine OCC(N)(CO)CO